3-((3-((3-(azetidin-3-yloxy)propoxy)methyl)oxetan-3-yl)methoxy)cyclobutan-1-ol N1CC(C1)OCCCOCC1(COC1)COC1CC(C1)O